2-(3,5-bis(trifluoromethyl)phenoxy)-N-((3-fluoropyridin-2-yl)carbamoyl)acetamide FC(C=1C=C(OCC(=O)NC(NC2=NC=CC=C2F)=O)C=C(C1)C(F)(F)F)(F)F